BrC=1C=CC(=NC1)C(C(F)(F)F)N1C[C@H](CCC1)NC(OCCCC)=O Butyl ((3S)-1-(1-(5-bromopyridin-2-yl)-2,2,2-trifluoroethyl)-piperidin-3-yl)carbamate